C1=CC=CC2=C(C3=CC=CC=C3C(=C12)C1=CC=C(C=C1)C=1SC2=C(N1)C=CC(=C2)C)C2=CC=C(C=C2)C=2SC1=C(N2)C=CC(=C1)C 2,2'-(9,10-Anthracendiyl-di-4,1-phenylen)bis[6-methyl-benzothiazol]